ClC1=C(C=CC(=C1)F)C1=CC=NC2=CC(=CC=C12)O[C@@H](C(=O)N1C[C@@H](CC1)CC(=O)OC)C methyl 2-[(3S)-1-[(2R)-2-[[4-(2-chloro-4-fluoro-phenyl)-7-quinolyl]oxy]propanoyl]pyrrolidin-3-yl]acetate